(Z)-3-carbamimidoyl-sulfanylprop-2-enoic acid C(N)(=N)\C=C(\C(=O)O)/S